tert-butyl (2R)-2-(hydroxy-methyl)-1,4-oxazepane-4-carboxylate OC[C@@H]1OCCCN(C1)C(=O)OC(C)(C)C